CNC(=S)NC 1,3-dimethyl-2-thiourea